COC(=O)C1=CN(C(=C1)C1=NC=C(C=C1)OC1CNC1)C 5-[5-(azetidin-3-yloxy)pyridin-2-yl]-1-methylpyrrole-3-carboxylic acid methyl ester